2,2-Dimethylpropyl 5-(2-chloro-5-cyanophenyl)-3-{[(3R)-piperidin-3-ylcarbonyl]amino}-1H-indazole-1-carboxylate hydrochloride Cl.ClC1=C(C=C(C=C1)C#N)C=1C=C2C(=NN(C2=CC1)C(=O)OCC(C)(C)C)NC(=O)[C@H]1CNCCC1